C(CCCCCCC)O.[W] tungsten 1-octanol